C1(CC1)C1=NC=C(C=N1)C=1C=C2C(=NC1)N(N=C2C(=O)C=2C(=C(C(=CC2F)F)NS(=O)(=O)CCC)F)C2OCCCC2 N-(3-(5-(2-cyclopropylpyrimidin-5-yl)-1-(tetrahydro-2H-pyran-2-yl)-1H-pyrazolo[3,4-b]pyridine-3-carbonyl)-2,4,6-trifluorophenyl)propane-1-sulfonamide